7-bromo-N-(2,4-dimethoxybenzyl)-3-methylimidazo[1,5-a]quinoxalin-4-amine BrC=1C=C2N=C(C=3N(C2=CC1)C=NC3C)NCC3=C(C=C(C=C3)OC)OC